ClNC1=CC=C(C=C1)NCl N,N'-dichloro-p-phenylenediamine